6-chloro-2-(p-tolyl)quinazoline ClC=1C=C2C=NC(=NC2=CC1)C1=CC=C(C=C1)C